isostearyl-octadecenoic acid C(CCCCCCCCCCCCCCC(C)C)C(C(=O)O)=CCCCCCCCCCCCCCCC